C1(=CC=CC=C1)S(=O)(=O)[O-].OCCCC[N+](CCCCO)(CCCCO)CCCCO tetra(4-hydroxybutyl)ammonium benzenesulfonate